NC1(SC=CN1)[N+]#N 2-aminothiazolediazonium